FC(C1=CC=CC(=N1)NC1=C(C(=NN1)C1=CC=C(C=C1)NS(=O)(=O)CCC(F)(F)F)C(=O)N)(F)F 5-((6-(trifluoromethyl)pyridine-2-yl)amino)-3-(4-((3,3,3-trifluoropropyl)sulfonamido)phenyl)-1H-pyrazole-4-carboxamide